FC(C(=O)O)(F)F.N[C@H](C(=O)N1CC(C1)C(F)(F)F)C (S)-2-amino-1-(3-(trifluoromethyl)azetidin-1-yl)propan-1-one trifluoroacetate salt